BrC1=C(C=C2CCN3C(C2=C1)=C(C=C3C(=O)O)CC(C)C)OC 9-bromo-1-isobutyl-8-methoxy-5,6-dihydropyrrolo[2,1-a]isoquinoline-3-carboxylic acid